FC=1C=C(C=CC1C)N1N=C2N=CN=C(C2=C1)N1C[C@@H](CCC1)C(=O)NCC1=CC2=C(SC=C2F)C=C1 (R)-1-(2-(3-fluoro-4-methylphenyl)-2H-pyrazolo[3,4-d]pyrimidin-4-yl)-N-((3-fluorobenzo[b]thiophen-5-yl)methyl)piperidine-3-carboxamide